N1C(=NC=C1)C1=CC(=NC=N1)C1=NC(=CC(=C1)[C@@H]1OCCN([C@H]1C)C(C=C)=O)Cl 1-((2s,3S)-2-(2-(6-(1H-imidazol-2-yl)pyrimidin-4-yl)-6-chloropyridin-4-yl)-3-methylmorpholino)prop-2-en-1-one